(2-methoxyphenyl)ethan-1-one COC1=C(C=CC=C1)C(C)=O